tert-butyl (4-(2-(5-methylpyridin-2-yl)vinyl)thiazol-2-yl)carbamate CC=1C=CC(=NC1)C=CC=1N=C(SC1)NC(OC(C)(C)C)=O